SCCSC(CSCCS)S 1,2-bis(2-sulfanylethylsulfanyl)ethanethiol